C(C)OS(=O)(=O)C methanesulfonic acid ethyl Ester